(S)-N-(1-(3-(2-(cyclopropyloxymethyl)pyridin-4-yl)-1,2,4-oxadiazol-5-yl)ethyl)-1-methyl-3-(trifluoromethyl)-1H-pyrazole-5-carboxamide C1(CC1)OCC1=NC=CC(=C1)C1=NOC(=N1)[C@H](C)NC(=O)C1=CC(=NN1C)C(F)(F)F